N1C=C(C2=CC=CC=C12)CCN1CSC=2N=C(N=CC21)C2=CN=C(S2)C N-(2-(1H-indol-3-yl)ethyl)-5-(2-methylthiazol-5-yl)thiazolo[5,4-d]pyrimidin